C(C1=CC=CC=C1)OC(=O)N1[C@@H](CC(C1)=O)C(=O)O (S)-1-((benzyloxy)carbonyl)-4-oxopyrrolidine-2-carboxylic acid